(S)-3-fluoro-4-(4-(4-(2-(2-((5-(1-methyl-1H-pyrazol-4-yl)-1H-[1,2,3]Triazolo[4,5-b]pyrazin-1-yl)methyl)morpholino)pyrimidin-5-yl)benzyl)piperazin-1-yl)aniline FC=1C=C(N)C=CC1N1CCN(CC1)CC1=CC=C(C=C1)C=1C=NC(=NC1)N1C[C@H](OCC1)CN1N=NC=2C1=NC=C(N2)C=2C=NN(C2)C